8-chloro-2-(methylthio)pyrimido[5,4-d]pyrimidine ClC1=NC=NC2=C1N=C(N=C2)SC